6,7-dibromo-5,8-dioxo-2,3-dihydro-1H-pyrazolo[1,2-a]pyridazine BrC=1C(N2N(C(C1Br)=O)CCC2)=O